2-{[3-({2-[(4-chloro-2-cyanophenoxy)methyl]pyridin-4-yl}oxy)azetidin-1-yl]methyl}-1-[(1-ethyl-1H-imidazol-5-yl)methyl]-1H-1,3-benzodiazole-6-carboxylic acid ClC1=CC(=C(OCC2=NC=CC(=C2)OC2CN(C2)CC2=NC3=C(N2CC2=CN=CN2CC)C=C(C=C3)C(=O)O)C=C1)C#N